[4-[[3-[4-(difluoromethoxy)phenyl]imidazo[1,2-a]pyrazin-8-yl]amino]-2-methyl-phenyl]-[4-(4,5-dihydro-1H-imidazol-2-yl)piperazin-1-yl]methanone FC(OC1=CC=C(C=C1)C1=CN=C2N1C=CN=C2NC2=CC(=C(C=C2)C(=O)N2CCN(CC2)C=2NCCN2)C)F